CC(C)CCC[C@@H](C)[C@H]1CC[C@H]2C3=CC=C4CCCC[C@]4(C)[C@H]3CC[C@]12C cholest-5,7-diene